NC=1C(=NC(=C(N1)C=1OC=CN1)C1=CC=2N(C=C1)N=CC2CC)C(=O)NC[C@H]2N(CCC2)C (S)-3-amino-6-(3-ethylpyrazolo[1,5-a]pyridin-5-yl)-N-((1-methylpyrrolidin-2-yl)methyl)-5-(oxazol-2-yl)pyrazine-2-carboxamide